BrCC(=O)C1=C(C=C2C=CN(C(C2=C1)=O)C)OC 7-(2-bromoacetyl)-6-methoxy-2-methylisoquinolin-1(2H)-one